lithium 1,2,3,4-tetrahydropyridine N1CCCC=C1.[Li]